allyltris(trimethylsilyloxy)silane C(C=C)[Si](O[Si](C)(C)C)(O[Si](C)(C)C)O[Si](C)(C)C